ClC1=CC=C2C=CN(C2=C1)S(=O)(=O)C=1C(=CC(=C(C1)NC(=O)C1=C(C(=O)O)C=CC=C1)F)OC 2-{[5-(6-chloroindole-1-sulfonyl)-2-fluoro-4-methoxyphenyl]carbamoyl}benzoic acid